C(=O)(OC(C)(C)C)NCCCOC1=CC=C(C=C1)C=O N-Boc-(4-formylphenoxy)propylamine